C(C)(C)(C)C=1C=C(C=CC1)C1=CC(=CC=C1)[C@H](C(=O)N1CC2=C(CCC1)N=C(NC2=O)C2(CC2)C=2SC=C(C2)C2=CC=CC=C2)O (R)-6-(2-(3'-(tert-butyl)-[1,1'-biphenyl]-3-yl)-2-hydroxyacetyl)-2-(1-(4-phenylthiophen-2-yl)cyclopropyl)-3,5,6,7,8,9-hexahydro-4H-pyrimido[5,4-c]azepin-4-one